3-[(3-chloro-2-methoxyphenyl)amino]-2-[3-[2-(1-methylcyclopropyl)ethynyl]pyridin-4-yl]-1H,5H,6H,7H-pyrrolo[3,2-c]pyridin-4-one ClC=1C(=C(C=CC1)NC1=C(NC2=C1C(NCC2)=O)C2=C(C=NC=C2)C#CC2(CC2)C)OC